C(\C=C\C1=CC(OC)=C(O)C(OC)=C1)(=O)Cl sinapoyl chloride